C1(=CC=CC=C1)CCCCCCCCN1N=NC=C1 1-(8-phenyloctyl)-1H-1,2,3-triazol